NC1=CC=2CC3=CC=C(C=C3C2C=C1)N(C1=CC=C(C=C1)C)C 2-amino-6-(N-methyl-p-toluidinyl)fluorene